BrC(COC(CC)=O)=CBr propionic acid 2,3-dibromoprop-2-en-1-yl ester